tert-butyl N-tert-butoxycarbonyl-N-[4-(2-cyclopropylethynyl)-2-nitro-phenyl]carbamate C(C)(C)(C)OC(=O)N(C(OC(C)(C)C)=O)C1=C(C=C(C=C1)C#CC1CC1)[N+](=O)[O-]